BrC=1C=NC(=NC1)C1(CC2(C1)CCC2)NS(=O)C(C)(C)C N-[2-(5-bromopyrimidin-2-yl)spiro[3.3]heptan-2-yl]-2-methylpropane-2-sulfinamide